4-(4-(6,6-difluoro-1,4-diazepan-1-yl)-8-fluoro-6-methyl-2-(((S)-1-methyl-pyrrolidin-2-yl)methoxy)-quinazolin-7-yl)benzo[d]-thiazol-2-amine FC1(CNCCN(C1)C1=NC(=NC2=C(C(=C(C=C12)C)C1=CC=CC2=C1N=C(S2)N)F)OC[C@H]2N(CCC2)C)F